ClC=1C(=C(C=CC1)NC(=O)C1=CC(=CC=2NC(=NC21)NCC(CO)(C)C)NC(=O)C2=C(C=CC=C2)C(F)(F)F)C N-(3-chloro-2-methylphenyl)-2-[(3-hydroxy-2,2-dimethylpropyl)amino]-6-({[2-(trifluoromethyl)phenyl]carbonyl}amino)-1H-benzoimidazole-4-carboxamide